OP(O)OP(O)O.C(C)(C)(C)C1=C(C=CC(=C1)C(C)(C)C)C(O)(C(CO)(CO)CO)C1=C(C=C(C=C1)C(C)(C)C)C(C)(C)C bis(2,4-ditert-butylphenyl)pentaerythritol diphosphite